(7S)-8-benzyloxycarbonyl-5-oxa-8-azaspiro[3.4]octane-7-carboxylic acid C(C1=CC=CC=C1)OC(=O)N1[C@@H](COC12CCC2)C(=O)O